O1C2=C(SCC1)C=C(C=C2)C(CCC(=O)C2=CC=C(C=C2)F)=O 1-(2,3-Dihydrobenzo[b][1,4]oxathiin-6-yl)-4-(4-fluorophenyl)butane-1,4-dione